CN1C(N(C2=NC(=NC=C12)NC1=C(C=C2C=CNC2=C1)C)C1CCOCC1)=O 7-methyl-2-((5-methyl-1H-indol-6-yl)amino)-9-(tetrahydro-2H-pyran-4-yl)-7,9-dihydro-8H-Purin-8-one